C(C)(C)(C)C([C@H](NC(CCN(CC)C=1SC(=CN1)C(=O)OC1=C(C=C(C=C1)C(N)=N)F)=O)C(=O)[O-])(C(=O)[O-])C(C)(C)C Di-tert-butyl(3-((5-((4-carbamimidoyl-2-fluorophenoxy)carbonyl)thiazol-2-yl)(ethyl)amino)propanoyl)-L-aspartate